ClC1=CC2=C(N(C(=N2)C)C2=NC(=CC(=N2)OC)OC)C=C1 5-chloro-1-(4,6-dimethoxypyrimidin-2-yl)-2-methyl-1H-benzimidazole